CC1=C(C(=O)OCCC)C(=CC=C1)C Propyl 2,6-dimethylbenzoate